N-((1S,2S)-1-cyano-2-(hydroxymethyl)cyclopropyl)-1,3-diethyl-2,4-dioxo-1,2,3,4-tetrahydroquinazoline-6-sulfonamide C(#N)[C@]1([C@H](C1)CO)NS(=O)(=O)C=1C=C2C(N(C(N(C2=CC1)CC)=O)CC)=O